2-(2-Cyclopropyl-5-methylpyridin-3-yl)-2-((R)-3-(4-(5,6,7,8-tetrahydro-1,8-naphthyridin-2-yl)butoxy)pyrrolidin-1-yl)acetic acid C1(CC1)C1=NC=C(C=C1C(C(=O)O)N1C[C@@H](CC1)OCCCCC1=NC=2NCCCC2C=C1)C